methyl 1-(3-iodobenzyl)-cyclopropane-1-carboxylate IC=1C=C(CC2(CC2)C(=O)OC)C=CC1